FC=1C=C(C=CC1F)C=1C=C2C(=NNC2=CC1)C(=O)NC1=CC=NC=C1 5-(3,4-Difluorophenyl)-N-(pyridin-4-yl)-1H-indazole-3-carboxamide